COC=1N=NC=C(C1)C1=CC(=C(C=C1)B1OC(C(O1)(C)C)(C)C)OCOC 3-methoxy-5-[3-(methoxymethoxy)-4-(4,4,5,5-tetramethyl-1,3,2-dioxaborolan-2-yl)phenyl]pyridazine